C(C=C)OC(=O)N1C([C@H]2N(C(C3=C1C=C(C(=C3)OC)OCCCC(=O)NC3=CC=C(C(=O)O)C=C3)=O)CCCC2)OC2OCCCC2 4-(4-(((6aS)-5-((Allyloxy)carbonyl)-2-methoxy-12-oxo-6-((tetrahydro-2H-pyran-2-yl)oxy)-5,6,6a,7,8,9,10,12-octahydrobenzo[e]-pyrido[1,2-a][1,4]diazepin-3-yl)oxy)butanamido)benzoic acid